C(CC)OC(NC1=C(C=C(C=C1C)NCC1=CC(=C(C=C1)C(F)(F)F)F)C)=O [4-(3-Fluoro-4-trifluoromethyl-benzylamino)-2,6-dimethyl-phenyl]-carbamic acid propyl ester